N-[2-(2-aminoethoxy)ethyl]-2-ethyl-4-[[3-[1-(3-methylbutyl)-3-(trifluoromethyl)pyrazol-4-yl]imidazo[1,2-a]pyrazin-8-yl]amino]benzamide formate C(=O)O.NCCOCCNC(C1=C(C=C(C=C1)NC=1C=2N(C=CN1)C(=CN2)C=2C(=NN(C2)CCC(C)C)C(F)(F)F)CC)=O